FC([C@H]1CN(CC1)CCC[C@@H](C)[C@H]1CC[C@H]2\C(\CCC[C@]12C)=C\C=C1C[C@H](C[C@@H](C1)O)O)F (1R,3R)-5-(2-((1R,3aS,7aR,E)-1-((R)-5-((R)-3-(difluoromethyl)pyrrolidin-1-yl)pentan-2-yl)-7a-methyl-octahydro-4H-inden-4-ylidene)ethylidene)cyclohexane-1,3-diol